FC1=CC=C(OCC=2N=C3N(C=C(C=N3)C3=C(N)C=CC=C3)C2)C=C1 2-[2-[(4-fluorophenoxy)methyl]imidazo[1,2-a]pyrimidin-6-yl]aniline